5-(2-chloro-5-(isobutyrylaminomethyl)benzoylamino)-N-(3-chlorophenyl)-1-(2,2,2-trifluoroethyl)-1H-indole-2-carboxamide ClC1=C(C(=O)NC=2C=C3C=C(N(C3=CC2)CC(F)(F)F)C(=O)NC2=CC(=CC=C2)Cl)C=C(C=C1)CNC(C(C)C)=O